ClCC(=O)N1[C@@H](CCC1)C(=O)O (S)-1-(2-chloroacetyl)pyrrolidine-2-formic acid